OC1=C(C=CC(=C1)O)CC(C)=O (2,4-dihydroxyphenyl)acetone